ClC=1C(=C(C#N)C=C(C1)C(C)(C1=CC=C(C=C1)OCC1=NC(=NC=C1)SC)C)OCC(CO)(F)F 3-chloro-2-(2,2-difluoro-3-hydroxy-propoxy)-5-[1-methyl-1-[4-[(2-methylsulfanylpyrimidin-4-yl)methoxy]phenyl]ethyl]benzonitrile